P(=O)(OC1=C(C(=CC(=C1)C(C1=CC=C(C=C1)C)=O)[N+](=O)[O-])O)([O-])[O-].[Na+].[Na+] sodium 2-hydroxy-5-(4-methylbenzoyl)-3-nitrophenyl phosphate